4-(2-Ethylbutyl)-N-(3-(4-fluorophenoxy)-5-(4-(4-methylpiperazine-1-carbonyl)phenoxy)phenyl)piperazine-1-carboxamide C(C)C(CN1CCN(CC1)C(=O)NC1=CC(=CC(=C1)OC1=CC=C(C=C1)C(=O)N1CCN(CC1)C)OC1=CC=C(C=C1)F)CC